(3R*,4R*)-1-Cyclobutyl-4-{[5-(2,4-difluoro-phenyl)-isoxazole-3-carbonyl]-amino}-piperidine-3-carboxylic acid (1-pyrimidin-2-yl-cyclopropyl)-amide N1=C(N=CC=C1)C1(CC1)NC(=O)[C@@H]1CN(CC[C@H]1NC(=O)C1=NOC(=C1)C1=C(C=C(C=C1)F)F)C1CCC1 |o1:12,17|